3-(3-chloro-4-fluorophenyl)-9a-methyloctahydropyrazino[2,1-c][1,4]oxazine hydrochloride Cl.ClC=1C=C(C=CC1F)C1CN2C(CO1)(CNCC2)C